(2S)-N-(4-tert-butylphenyl)-2-cyano-N-[2-[(4,4-difluorocyclohexyl)amino]-1-(5-fluoro-3-pyridyl)-2-oxo-ethyl]pyrrolidine-1-carboxamide C(C)(C)(C)C1=CC=C(C=C1)N(C(=O)N1[C@@H](CCC1)C#N)C(C(=O)NC1CCC(CC1)(F)F)C=1C=NC=C(C1)F